3,4,4-trifluorobut-3-en-1-yl 2-(4-(3,5-difluorophenyl)-1H-pyrazol-1-yl)acetate FC=1C=C(C=C(C1)F)C=1C=NN(C1)CC(=O)OCCC(=C(F)F)F